2-[[4-(7-iodo-4-methoxy-thieno[3,2-c]pyridin-6-yl)pyrazol-1-yl]methoxy]ethyl-trimethyl-silane IC=1C2=C(C(=NC1C=1C=NN(C1)COCC[Si](C)(C)C)OC)C=CS2